1-(4-fluoro-2-nitro-phenyl)ethanone FC1=CC(=C(C=C1)C(C)=O)[N+](=O)[O-]